C1[C@@H](CN([C@@H]1C(=O)O)C(=O)OCC2C3=CC=CC=C3C4=CC=CC=C24)F (2S,4S)-FMOC-4-fluoropyrrolidine-2-carboxylic acid